S-methyl 4-[2-ethoxyethyl(methyl)amino]-4-methyl-pent-2-ynethioate C(C)OCCN(C(C#CC(SC)=O)(C)C)C